cyclohexylmethyldi(ethylamino)silane C1(CCCCC1)C[SiH](NCC)NCC